CC=1C=C(C=NNC2=C3N=CN(C3=NC(=N2)N2CC(C2)O)C=2C=NC=CC2)C=CC1 1-(6-(2-(3-methylbenzylidene)hydrazinyl)-9-(pyridin-3-yl)-9H-purin-2-yl)azetidin-3-ol